5-((5-Isopropyl-1H-pyrazol-3-yl)amino)-3-(((tetrahydro-2H-pyran-4-yl)methyl)amino)pyrazine-2-carbonitrile C(C)(C)C1=CC(=NN1)NC=1N=C(C(=NC1)C#N)NCC1CCOCC1